1,1-bis-(3,4-dimethylphenyl)-methane CC=1C=C(C=CC1C)CC1=CC(=C(C=C1)C)C